FC1=C(C=C(C=C1)F)[C@H]1OC[C@H](C[C@@H]1N)C1CC=2C(NN(C2)S(=O)(=O)C=2SC=CC2)=CN1 (2R,3S,5R)-2-(2,5-difluorophenyl)-5-[2-(2-thienylsulfonyl)-4,6-dihydropyrido[3,4-c]pyrazol-5-yl]tetrahydropyran-3-amine